4-((2S,4R)-4-(2-(3-methoxyoxetan-3-yl)-4-methylpyridin-3-yl)-2-methylpiperidin-1-yl)-6-((2R,3R)-2-methyl-3-(piperazin-1-yl)azetidin-1-yl)-2-(trifluoromethyl)pyrimidine COC1(COC1)C1=NC=CC(=C1[C@H]1C[C@@H](N(CC1)C1=NC(=NC(=C1)N1[C@@H]([C@@H](C1)N1CCNCC1)C)C(F)(F)F)C)C